di(phenyl)dithiophosphoric acid C1(=CC=CC=C1)OP(S)(OC1=CC=CC=C1)=S